1-(6-(Difluoromethoxy)-3-methoxypyridin-2-yl)piperazine FC(OC1=CC=C(C(=N1)N1CCNCC1)OC)F